C/C(/C(=O)N1C(C=CCC1)=O)=C\C=1C=NN(C1)C 1-[(2E)-2-methyl-3-(1-methyl-1H-pyrazol-4-yl)prop-2-enoyl]-5,6-dihydropyridin-2(1H)-one